CC1=NN=C(O1)C1N(C(CC1)=O)C(=O)NC1=CC(=CC=C1)C(F)(F)F 2-(5-methyl-1,3,4-oxadiazol-2-yl)-5-oxo-N-[3-(trifluoromethyl)phenyl]-1-pyrrolidinecarboxamide